2,2-bis[p-chlorophenyl]-1,1-dichloroethylene ClC1=CC=C(C=C1)C(=C(Cl)Cl)C1=CC=C(C=C1)Cl